NC(CN1N=CC(=C1)NC(=O)C=1C=NC2=CC=C(C=C2C1N1CCC(CC1)(C1=CC=CC=C1)C#N)F)=O N-(1-(2-Amino-2-oxoethyl)-1H-pyrazol-4-yl)-4-(4-cyano-4-phenylpiperidin-1-yl)-6-fluoroquinoline-3-carboxamide